C(C)(=O)O.C(C)(=N)N ACETAMIDINE ACETATE